6-chloro-3',6'-dihydro-[3,4'-bipyridine] ClC1=CC=C(C=N1)C=1CC=NCC1